3,5-difluoro-4-(6-methyl-1H-indol-2-yl)benzamide FC=1C=C(C(=O)N)C=C(C1C=1NC2=CC(=CC=C2C1)C)F